3-((4,4-bis(octyloxy)butanoyl)oxy)-2-(((9Z,12Z)-octadeca-9,12-dienoyloxy)methyl)propyl 1-methylpiperidine-3-carboxylate CN1CC(CCC1)C(=O)OCC(COC(CCC(OCCCCCCCC)OCCCCCCCC)=O)COC(CCCCCCC\C=C/C\C=C/CCCCC)=O